1-(2,2,4-trimethylquinolin-1(2H)-yl)ethan-1-one CC1(N(C2=CC=CC=C2C(=C1)C)C(C)=O)C